6-bromo-3,3-difluoroindolin-2-one BrC1=CC=C2C(C(NC2=C1)=O)(F)F